C(C)(C)(C)[Si](C)(C)OCC1=C(C(=CC=C1N1N=C(N=C1)C)OC)F tert-butyl-[[2-fluoro-3-methoxy-6-(3-methyl-1,2,4-triazol-1-yl)phenyl]-methoxy]-dimethylsilane